C1(CC1)[C@]1(C(N(C[C@H]1C)C=1C=2N(N=CC1)C=C(C2)C2=NC=CC(=N2)C(F)(F)F)=O)C#N (3R,4S)-3-cyclopropyl-4-methyl-2-oxo-1-[6-[4-(trifluoromethyl)pyrimidin-2-yl]pyrrolo[1,2-b]pyridazin-4-yl]pyrrolidine-3-carbonitrile